(4-cyano-3-(trifluoromethoxy)phenyl)boronic acid C(#N)C1=C(C=C(C=C1)B(O)O)OC(F)(F)F